C(C)(=O)NC12CC(C1)(C2)C(=O)O 3-acetamidobicyclo[1.1.1]pentane-1-carboxylic acid